C1(CCC1)C1=CC=C2C=C(C(N(C2=C1OC1=CC=CC=C1)[C@H]1CS(C=C1)(=O)=O)=O)C(=O)N (R)-7-Cyclobutyl-(1,1-dioxido-2,3-dihydrothiophen-3-yl)-2-oxo-8-phenoxy-1,2-dihydroquinoline-3-carboxamide